BrC=1C(=C(OC2=CC=C(C=C2)CC(CC(=O)OCC)C)C=CC1)C ethyl 4-[4-(3-bromo-2-methyl-phenoxy)phenyl]-3-methyl-butanoate